3-(8-((2-chloro-4-phenoxyphenyl)(hydroxy)methyl)-1,6-dihydroimidazo[4,5-d]Pyrrolo[2,3-b]Pyridin-2-yl)cyclopentan-1-ol ClC1=C(C=CC(=C1)OC1=CC=CC=C1)C(C1=CNC2=NC=C3C(=C21)NC(=N3)C3CC(CC3)O)O